BrC=1C=CC=2C=CC3=C(C=CC=C3C2C1)Br 3,8-dibromophenanthrene